COC=1C(=CC2=CN(N=C2C1)C1CCC2(CCN(CC2)C(=O)OC(C)(C)C)CC1)NC(=O)C1=NC(=CC=C1)C(F)(F)F tert-butyl 9-(6-methoxy-5-(6-(trifluoromethyl) pyridinamido)-2H-indazol-2-yl)-3-azaspiro[5.5]undecane-3-carboxylate